N-{(3S,4S)-4-[4-(5-cyanothien-2-yl)phenoxy]tetrahydrofuran-3-yl}propane-2-sulfonamide chromium-copper [Cu].[Cr].C(#N)C1=CC=C(S1)C1=CC=C(O[C@H]2[C@H](COC2)NS(=O)(=O)C(C)C)C=C1